N1CCCCC12CN(CCC2)C2=C1C(=NC=C2)NC=C1C=1N=C(SC1)C 4-[4-(1,8-diazaspiro[5.5]undecan-8-yl)-1H-pyrrolo[2,3-b]pyridin-3-yl]-2-methyl-thiazole